C1(CC1)C#CC=1C(=NC(=NC1)NC=1C=NN(C1)C)NC=1C=C(C=CC1F)NC(C=C)=O N-(3-((5-(cyclopropylethynyl)-2-((1-methyl-1H-pyrazol-4-yl)amino)pyrimidin-4-yl)amino)-4-fluorophenyl)acrylamide